Tetra-propyl-ammonium Bromide [Br-].C(CC)[N+](CCC)(CCC)CCC